(R)-1-(3-(1-aminoethyl)-2-chlorophenyl)-1,1-difluoro-2-methylpropan-2-ol hydrochloride Cl.N[C@H](C)C=1C(=C(C=CC1)C(C(C)(O)C)(F)F)Cl